COC=1C=C(C=C(C1C(NCC(F)(F)F)=O)OC)C1=CN=C2N1C=CC(=C2)C=2C=NN(C2)CC(=O)O 2-[4-[3-[3,5-dimethoxy-4-(2,2,2-trifluoroethyl-carbamoyl)phenyl]imidazo[1,2-a]pyridin-7-yl]pyrazol-1-yl]acetic acid